C1=CC(=C2C=CC=C3C4=CC=CC5=CC=CC(C1=C23)=C45)CCCC(=O)O 4-(perylene-3-yl)butanoic acid